1-amino-3-(benzyloxy)-N-ethyl-4-oxo-1,4-dihydropyridine-2-carboxamide NN1C(=C(C(C=C1)=O)OCC1=CC=CC=C1)C(=O)NCC